1-methyl-6,7-dihydro-5H-furo[3,2-c]pyrazolo[1,5-a]azepine-9-carboxylic acid methyl ester COC(=O)C1=CC=2C=3N(CCCC2O1)N=CC3C